C(C)C(COC1=CC(CCC1)=O)CCCC 3-((2-Ethylhexyl)oxy)cyclohex-2-en-1-one